P(=O)(O)(O)O.C(#N)C1=CC=C(C=C1)[C@H]1CCCC=2N1C=NC2 (R)-(+)-5-(p-cyanophenyl)-5,6,7,8-tetrahydroimidazo[1,5-a]pyridine dihydrogen phosphate